methyl 5-((tert-butoxycarbonyl) amino)-1-methyl-1H-pyrazole-3-carboxylate C(C)(C)(C)OC(=O)NC1=CC(=NN1C)C(=O)OC